N1(CCC1)C(=O)[C@H]1O[C@H](CN(C1)C=1C=2N(C=C(C1)S(=O)(=O)NC1(CC1)C)C(=NC2)C=2SC(=NN2)C(F)F)C |o1:6,8| rel-8-((2S,6S)-2-(azetidine-1-carbonyl)-6-methylmorpholino)-3-(5-(difluoromethyl)-1,3,4-thiadiazol-2-yl)-N-(1-methylcyclopropyl)imidazo[1,5-a]pyridine-6-sulfonamide